(6-ethyl-5-{4-[(5-hydroxy-6-methyl-4-pyrimidinyl)carbonyl]-1-piperazinyl}-2-[p-(methylsulfinyl)phenyl]-4-oxo-1,3,3a,7-tetraaza-7-indenyl)acetamide C(C)C1=C(C(N2N=C(N=C2N1CC(=O)N)C1=CC=C(C=C1)S(=O)C)=O)N1CCN(CC1)C(=O)C1=NC=NC(=C1O)C